3-chloro-2-(2-hydroxyethoxy)-5-(2-(4-((2-((1-oxido-1λ6-thiomorpholin-1-ylidene)amino)pyrimidin-4-yl)methoxy)phenyl)propan-2-yl)benzonitrile ClC=1C(=C(C#N)C=C(C1)C(C)(C)C1=CC=C(C=C1)OCC1=NC(=NC=C1)N=S1(CCNCC1)=O)OCCO